[N+](=O)([O-])C=1C=CC(=NC1)N1[C@@H](CC(C1)C1=CC=C(C=C1)C(F)(F)F)CO ((2S)-1-(5-nitropyridin-2-yl)-4-(4-(trifluoromethyl)phenyl)pyrrolidin-2-yl)methanol